7-bromo-8-chloro-3-ethyl-1H-quinoxalin-2-one BrC1=CC=C2N=C(C(NC2=C1Cl)=O)CC